ClC=1C(=C(C=CC1)C)[C@@]1(CN(CC1)C(=O)OC(C)(C)C)NC1=CC=C2C=CC(N(C2=C1)C)=O tert-butyl (S)-3-(3-chloro-2-tolyl)-3-(1-methyl-2-oxo-7-quinolylamino)-1-pyrrolidinecarboxylate